CCCCCCCCCCCCCCCC(C(CO)N)O The molecule is an aminodiol that is octadecane bearing two hydroxy substituents at positions 1 and 3 as well as an amino substituent at position 2. It is a sphingoid and an aminodiol.